N-((6-(((tert-butyl-dimethylsilyl)oxy)methyl)imidazo[1,2-a]pyridin-2-yl)methyl)-5-(dimethylamino)nicotinamide [Si](C)(C)(C(C)(C)C)OCC=1C=CC=2N(C1)C=C(N2)CNC(C2=CN=CC(=C2)N(C)C)=O